CC=1N=CN(C1)C1=CC=CC=C1 4-methyl-1-phenyl-imidazole